ClC1=C(C=CC=C1C=1C=NC(=CC1)CCC1=NN(C=C1)C)C1C(NC(CC1)=O)=O 3-(2-chloro-3-(6-(2-(1-methyl-1H-pyrazol-3-yl)ethyl)pyridin-3-yl)phenyl)piperidine-2,6-dione